(R)-1-(2-(5-chloro-2-cyanopyridin-4-yl)-5,7-difluoro-4-oxo-1,4-dihydroquinolin-6-yl)-N,N-dimethylpyrrolidine-3-carboxamide ClC=1C(=CC(=NC1)C#N)C=1NC2=CC(=C(C(=C2C(C1)=O)F)N1C[C@@H](CC1)C(=O)N(C)C)F